6-bromo-1-hexanol tosylate S(=O)(=O)(C1=CC=C(C)C=C1)OCCCCCCBr